nickel-molybdenum salt [Mo].[Ni]